2-((2S,3R)-3-(4-((6-fluorobenzo[d]thiazol-5-yl)amino)thieno[2,3-b]pyridin-2-yl)-2-methylpyrrolidin-1-yl)ethan-1-ol FC1=CC2=C(N=CS2)C=C1NC1=C2C(=NC=C1)SC(=C2)[C@H]2[C@@H](N(CC2)CCO)C